BrC=1C=NN2C1CCCC2 3-bromo-4H,5H,6H,7H-pyrazolo[1,5-a]pyridine